N-(4-((4-([1,2,4]triazolo[1,5-a]pyridin-7-yloxy)-2-methoxy-5-methylphenyl)amino)-7-(2-oxa-6-azaspiro[3.3]heptan-6-yl)-quinazolin-6-yl)acrylamide N=1C=NN2C1C=C(C=C2)OC2=CC(=C(C=C2C)NC2=NC=NC1=CC(=C(C=C21)NC(C=C)=O)N2CC1(COC1)C2)OC